C(CCCCC)N(CC#CC1=CC=CC=C1)C(=S)F hexyl-(3-phenylprop-2-yn-1-yl)aminothioformyl fluoride